(E)-3-(3,4-dichlorophenyl)-N'-((E)-3-(3-fluorophenyl)acryloyl)acrylohydrazide ClC=1C=C(C=CC1Cl)/C=C/C(=O)NNC(\C=C\C1=CC(=CC=C1)F)=O